C1(CCCCC1)N1C(SC(=CC1O)C1=C(C=CC=C1)C)=S 3-cyclohexyl-4-hydroxy-6-(2-methylphenyl)-1,3-thiazine-2-thione